cis-N-(4-cyclopropyl-3-(5-fluoropyridin-3-yl)phenyl)-3-methyl-6-azabicyclo[3.1.1]heptane-6-carboxamide C1(CC1)C1=C(C=C(C=C1)NC(=O)N1C2CC(CC1C2)C)C=2C=NC=C(C2)F